N-{(S)-11-iodo-1,2,3-trimethoxy-9-oxo-10-{[(S)-tetrahydrofuran-3-yl]oxy}-5,6,7,9-tetrahydrobenzo[a]heptalen-7-yl}acetamide IC1=C(C(C=C2[C@H](CCC3=C(C2=C1)C(=C(C(=C3)OC)OC)OC)NC(C)=O)=O)O[C@@H]3COCC3